C(#N)C=1C(=NC(=NC1N1C[C@H](N(CC1)C(=O)C1CC1)C)C=1C=NN(C1)C)NC(=O)NCC(F)(F)F 1-{5-cyano-6-[(3R)-4-(cyclopropylcarbonyl)-3-methylpiperazin-1-yl]-2-(1-methyl-1H-pyrazol-4-yl)pyrimidin-4-yl}-3-(2,2,2-trifluoroethyl)urea